BrC(=O)[C@H](O)[C@@H](O)[C@@H](O)[C@H](O)CO bromo-galactose